FC1=C(C=CC(=C1)N1C[C@H](CC1)O)C1=NN2C(N=C(C=C2C2=NN(N=C2)C)C(=O)N2[C@@H](C3=CC=CC=C3CC2)C)=C1 (2-(2-fluoro-4-((S)-3-hydroxypyrrolidin-1-yl)phenyl)-7-(2-methyl-2H-1,2,3-triazol-4-yl)pyrazolo[1,5-a]pyrimidin-5-yl)((R)-1-methyl-3,4-dihydroisoquinolin-2(1H)-yl)methanone